COC(=O)C1=CC2=C(N=CS2)C=C1 (E)-1,3-benzothiazole-6-carboxylic acid methyl ester